C(#N)C1=CC=CC=2SC(=C(C21)C)B(O)O 4-CYANO-3-METHYLBENZO[B]THIOPHEN-2-YLBORONIC ACID